(RS)-1-methyl-2-nitro-3-[(3-tetrahydrofuranyl)methyl]guanidine CNC(=N[N+](=O)[O-])NC[C@@H]1COCC1 |r|